C(C1=CC=CC=C1)OC1=C(C(=C(\C=N\NS(=O)(=O)C2=CC=C(C=C2)C)C=C1F)I)F (E)-N'-(4-(benzyloxy)-3,5-difluoro-2-iodobenzylidene)-4-methylbenzenesulfonyl-hydrazine